6-(3,3-difluoropyrrolidin-1-yl)-8-(3-methoxy-2,6-dimethylphenyl)-3-((2-(trimethylsilyl)ethoxy)methyl)pyrido[3,4-d]pyrimidin-4(3H)-one FC1(CN(CC1)C1=CC2=C(N=CN(C2=O)COCC[Si](C)(C)C)C(=N1)C1=C(C(=CC=C1C)OC)C)F